tert-butyl N-[6-(4-bromo-2-{spiro[2.5]oct-5-en-6-yl}benzoylamino)-4-(4,4-difluoropiperidin-1-yl)-5-fluoro-1,3-benzothiazol-2-yl]-N-[(tert-butoxy)carbonyl]carbamate BrC1=CC(=C(C(=O)NC2=CC3=C(N=C(S3)N(C(OC(C)(C)C)=O)C(=O)OC(C)(C)C)C(=C2F)N2CCC(CC2)(F)F)C=C1)C1=CCC2(CC2)CC1